methyl 2-(cyanomethyl) benzoate COC(=O)C1=CC=CC=C1CC#N